C(C)OC1=NC(=NC=C1C(NC=1C=C(C=2N(C1)C=C(N2)C)F)=O)C=2CN(CC2)C(=O)OC(C)(C)C tert-butyl 3-[4-ethoxy-5-(8-fluoro-2-methylimidazo[1,2-a]pyridin-6-ylcarbamoyl)pyrimidin-2-yl]-2,5-dihydro-1H-pyrrole-1-carboxylate